CC1=CC=C2CCC(C2=C1)=O 6-methyl-1-indanone